C(C1=CC=CC=C1)OC=1C=C2C=C(N=NC2=CC1)C1=COC2(C1)CCN(CC2)C(=O)OC(C)(C)C tert-butyl 3-(6-(benzyloxy)cinnolin-3-yl)-1-oxa-8-azaspiro[4.5]dec-2-ene-8-carboxylate